1-(3-Aminopropyl)-N-[5-(2-chloro-6-fluorophenyl)-1H-indazol-3-yl]piperidine-4-carboxamide dihydrochloride Cl.Cl.NCCCN1CCC(CC1)C(=O)NC1=NNC2=CC=C(C=C12)C1=C(C=CC=C1F)Cl